C(C)OC(=O)C=1C(=NC(=NC1)Cl)NC1CCC(CC1)(C)O 2-chloro-4-(((1s,4s)-4-hydroxy-4-methylcyclohexyl)amino)-pyrimidine-5-carboxylic acid ethyl ester